C(C)OCC=1N(C2=C(C(=NC=3C=C(C=CC23)C=2C=NC=CC2)N)N1)CC1CCN(CC1)C(C(C)C)=O 2-(ethoxymethyl)-1-[(1-isobutyrylpiperidin-4-yl)methyl]-7-(pyridin-3-yl)-1H-imidazo[4,5-c]quinolin-4-amine